1,5-dibutoxynaphthalene C(CCC)OC1=CC=CC2=C(C=CC=C12)OCCCC